2-(diethyl-Amino)ethan-1-ol C(C)N(CCO)CC